C1(CC=CC1)CCC(=O)O 3-Cyclopent-3-en-1-ylpropanoic acid